FC(C(=O)O)(F)F.FC(C(=O)O)(F)F.CN1CC2(CNC2)CC1 6-methyl-2,6-diazaspiro[3.4]octane bistrifluoroacetate